2-Mercaptoethylguanidine C(CS)N=C(N)N